4,5-dimethoxy-1,3-bis(methoxymethyl)imidazolidin-2-one COC1N(C(N(C1OC)COC)=O)COC